2-((4-chloro-5-((methylsulfonyl)methyl)pyrimidin-2-yl)oxy)-1-fluoro-5,6,8,9,10,11-hexahydro-7H-pyrido[3',4':4,5]pyrrolo[2,3-f]isoquinolin-7-one ClC1=NC(=NC=C1CS(=O)(=O)C)OC=1N=CC=2CCC3=C(C2C1F)NC1=C3C(NCC1)=O